COC[C@H]1CO1 (R)-(-)-glycidyl methyl ether